C(C)ONC(=O)C=1OC2=C(C1)C(=C(C=C2)N2CCN(CC2)S(=O)(=O)C2=CC(=CC=C2)F)Br 4-bromo-5-[4-(3-fluoro-benzenesulfonyl)-piperazin-1-yl]-benzofuran-2-carboxylic acid ethoxyamide